N-((4-(methylthio)phenyl)(p-tolyl)methyl)-2-oxo-6-(trifluoromethyl)-1,2-dihydropyridine-3-carboxamide CSC1=CC=C(C=C1)C(NC(=O)C=1C(NC(=CC1)C(F)(F)F)=O)C1=CC=C(C=C1)C